4-(difluorobromomethyl)bromobenzene FC(C1=CC=C(C=C1)Br)(Br)F